1-(3-methoxy-3-oxopropyl)-1H-indole-2-carboxylic acid methyl ester COC(=O)C=1N(C2=CC=CC=C2C1)CCC(=O)OC